IC1=CC(=C(C=C1)C)C 4-iodo-1,2-dimethylbenzene